2-Chloro-4-fluoroaniline ClC1=C(N)C=CC(=C1)F